C(C)(C)(C)OC(=O)N1CC[C@@H](C2=CC=C(C=C12)C(F)(F)F)O.ClC1=CC(=C(OCC2CCN(CC2)C(=O)N2CC(CC2)C2=CC=NN2)C=C1)F [4-[(4-chloro-2-fluoro-phenoxy)methyl]-1-piperidinyl]-[3-(1H-pyrazol-5-yl)pyrrolidin-1-yl]methanone tert-butyl-(S)-4-hydroxy-7-(trifluoromethyl)-3,4-dihydroquinoline-1(2H)-carboxylate